(4-Benzofuran-2-yl-phenyl)-(4-benzothiazol-2-yl-phenyl)-(4-dibenzofuran-3-yl-phenyl)amine O1C(=CC2=C1C=CC=C2)C2=CC=C(C=C2)N(C2=CC=C(C=C2)C=2C=CC1=C(OC3=C1C=CC=C3)C2)C2=CC=C(C=C2)C=2SC3=C(N2)C=CC=C3